C(C1=CC=CC=C1)SC1=C(C(=C(C(=C1F)F)Br)F)F benzyl(4-bromo-2,3,5,6-tetrafluorophenyl)sulfane